FC(C1=CC=C(C=C1)NC(C1=CC=CC=C1)=O)(F)F N-[4-(trifluoromethyl)phenyl]benzamide